tert-butyl 7-((5-bromopyrrolo[2,1-f][1,2,4]triazin-2-yl)amino)-2-azaspiro[3.5]nonane-2-carboxylate BrC=1C=CN2N=C(N=CC21)NC2CCC1(CN(C1)C(=O)OC(C)(C)C)CC2